ClC1=CC2=C(C=N1)C(=NN2C2=NC(=NC(=C2)C)C(C)(F)F)N2CC(CC2)(N(C)C)C 1-(6-chloro-1-(2-(1,1-difluoroethyl)-6-methylpyrimidin-4-yl)-1H-pyrazolo[4,3-c]pyridin-3-yl)-N,N,3-trimethylpyrrolidin-3-amine